NCCC#N D-β-aminopropionitrile